5-Hydroxynaphthalin OC1=C2C=CC=CC2=CC=C1